C(C)(C)(C)OC(=O)C1=CC2=CC3=CC(=C(C=C3C=C2C=C1C(=O)OC(C)(C)C)C(=O)OC(C)(C)C)C(=O)OC(C)(C)C.CC=1SC=C(C1C1=C(C(C(C1(F)F)(F)F)(F)F)C1=C(SC=C1C)C)C 1,2-bis-(2,4-dimethylthiophen-3-yl)perfluorocyclopentene tetra-tert-butyl-2,3,6,7-anthracenetetracarboxylate